C[C@H]1COC2=C(CN1C(=O)OC(C)(C)C)C=CC(=C2)C2=NOC(=N2)C(F)(F)F tert-butyl (S)-3-methyl-8-(5-(trifluoromethyl)-1,2,4-oxadiazol-3-yl)-2,3-dihydrobenzo[f][1,4]oxazepine-4(5H)-carboxylate